Methyl ((5-Bromothiophen-2-yl)methyl)-D-alaninate BrC1=CC=C(S1)CN[C@H](C)C(=O)OC